N-[(6-aminopyridin-3-yl)(2,3-dichloro-6-hydroxyphenyl)methyl]acetamide NC1=CC=C(C=N1)C(NC(C)=O)C1=C(C(=CC=C1O)Cl)Cl